6-(2-(2-chloropyrimidin-4-yl)-2,6-diazaspiro[3.4]octan-6-yl)-1-(2,2-difluoroethyl)-1H-pyrazolo[3,4-b]pyrazine ClC1=NC=CC(=N1)N1CC2(C1)CN(CC2)C2=CN=C1C(=N2)N(N=C1)CC(F)F